(2-cyano-2-(2-(3,5-dichloro-4-((1-oxo-2-(pyrimidin-2-yl)-1,2,3,4-tetrahydroisoquinolin-6-yl)oxy)phenyl)hydrazono)acetyl)carbamate C(#N)C(C(=O)NC([O-])=O)=NNC1=CC(=C(C(=C1)Cl)OC=1C=C2CCN(C(C2=CC1)=O)C1=NC=CC=N1)Cl